OC[C@H]1N(CC\C(\C1)=N/OC)C(=O)C1=CC=C(C=C1)C1=C(C(=CC=C1)C#N)C (S,E)-4'-(2-(Hydroxymethyl)-4-(methoxyimino)piperidine-1-carbonyl)-2-methyl-[1,1'-biphenyl]-3-carbonitrile